FC(C1=C(CN)C=CC=C1)(F)F 2-trifluoromethylbenzylamine